4,5-dihydropyrazolo[1,5-a]pyrido[3,2-e]pyrimidine N1=CC=C2N1C1=C(CN2)C=CC=N1